OC(CCOC[C@H](NC)C(=O)O)(C)C O-(3-hydroxy-3-methylbutyl)-N-methyl-L-serine